N-((4-([1,2,4]Triazolo[1,5-a]pyridin-6-yl)-5-(6-methylpyridin-2-yl)-1H-imidazol-2-yl)methyl)-2-fluoroaniline N=1C=NN2C1C=CC(=C2)C=2N=C(NC2C2=NC(=CC=C2)C)CNC2=C(C=CC=C2)F